5-(2-chloro-5-(isobutyrylaminomethyl)benzoylamino)-N-(3,5-difluorophenyl)-1-(3-methoxypropyl)-1H-indole-2-carboxamide ClC1=C(C(=O)NC=2C=C3C=C(N(C3=CC2)CCCOC)C(=O)NC2=CC(=CC(=C2)F)F)C=C(C=C1)CNC(C(C)C)=O